ClC=1C=C(C(=O)N)C=CC1C[C@@H](CNC(CC(C1(CC1)C(F)(F)F)C=1C=NC=CC1)=O)N(C)C 3-chloro-4-[(2S)-2-(dimethylamino)-3-[3-(pyridin-3-yl)-3-[1-(trifluoromethyl)cyclopropyl]propanamido]propyl]benzamide